2-(2-Benzyloxy-4-methoxy-6-methyl-phenyl)-4,4,5,5-tetramethyl-1,3,2-dioxaborolane C(C1=CC=CC=C1)OC1=C(C(=CC(=C1)OC)C)B1OC(C(O1)(C)C)(C)C